C(CCC)[C@]1(CS(C2=C(N(C1)C1=CC=CC=C1)C=C(C(=C2)OC[C@](C(=O)O)(C)O)SC)(=O)=O)C (S)-3-(((R)-3-butyl-3-methyl-7-(methylsulfanyl)-1,1-dioxo-5-phenyl-2,3,4,5-tetrahydro-1,5-benzothiazepin-8-yl)oxy)-2-hydroxy-2-methylpropanoic acid